tert-butyl (s)-(5-(2-amino-3-(tert-butoxy)propanamido)pentyl)carbamate N[C@H](C(=O)NCCCCCNC(OC(C)(C)C)=O)COC(C)(C)C